ClC1=C2C(=NC=C1C=O)N(C(=C2)CN2CCOCC2)S(=O)(=O)C2=CC=CC=C2 4-chloro-2-(morpholinomethyl)-1-(phenylsulfonyl)-1H-pyrrolo[2,3-b]pyridine-5-carbaldehyde